BrC1=CC(=C(C=C1)NC(CC1=CC=C(C=C1)C(F)(F)F)=O)I N-(4-bromo-2-iodophenyl)-2-(4-(trifluoromethyl)phenyl)acetamide